N-[2-(2,6-Difluorophenyl)-[1,3]thiazolo[5,4-c]pyridin-6-yl]-4-methyl-6-[(3S)-pyrrolidin-3-yloxy]pyridin-2-amine FC1=C(C(=CC=C1)F)C=1SC=2C=NC(=CC2N1)NC1=NC(=CC(=C1)C)O[C@@H]1CNCC1